N1=CC=C(C=C1)C=1SC2=C(N1)C=CC=C2 2-(pyridin-4-yl)benzothiazole